ClC1=C(CNC2=NS(C3=C(N2)C(=CC=C3)CC3=C(C=CC=C3)Cl)(=O)=O)C=CC(=C1)F 3-((2-chloro-4-fluorobenzyl)amino)-5-(2-chlorobenzyl)-4H-benzo[e][1,2,4]thiadiazine 1,1-dioxide